C1(=CC=CC=C1)OC(=O)C1=NC=2N(C=C1OCC1=CC=CC=C1)N=CC2 6-(Benzyloxy)pyrazolo[1,5-a]pyrimidine-5-carboxylic acid phenyl ester